(3S)-1-[5-(4-chlorophenyl)furan-2-carbonyl]Piperidin-3-amine hydrochloride Cl.ClC1=CC=C(C=C1)C1=CC=C(O1)C(=O)N1C[C@H](CCC1)N